FC(C1=CC=C(C=N1)C=1C=C2C(=NC1)NC=C2)(F)F 5-[6-(trifluoromethyl)-3-pyridyl]-1H-pyrrolo[2,3-b]pyridine